C(=O)(O)C(C)NCCCC[C@H](N)C(=O)O Nε-(1-carboxyethyl)lysine